(2S,4R)-4-(2-((1R,3R)-3-((2S,3S)-N,3-dimethyl-2-((R)-1-methylpiperidine-2-carboxamido)pentanamido)-1-ethoxy-4-methylpentyl)thiazole-4-carboxamido)-2-methyl-5-phenylpentanoic acid CN(C([C@H]([C@H](CC)C)NC(=O)[C@@H]1N(CCCC1)C)=O)[C@H](C[C@@H](OCC)C=1SC=C(N1)C(=O)N[C@H](C[C@@H](C(=O)O)C)CC1=CC=CC=C1)C(C)C